6-tert-butyl-10-methoxy-2-oxo-9-[1-(piperidin-4-yl)-1H-pyrazol-4-yl]-6,7-dihydro-2H-pyrido[2,1-a]isoquinoline-3-carboxylic acid hydrochloride Cl.C(C)(C)(C)C1N2C(C3=CC(=C(C=C3C1)C=1C=NN(C1)C1CCNCC1)OC)=CC(C(=C2)C(=O)O)=O